N[C@@H](C(=O)NC1=CC(=CC=C1)OC)CC1=CC=CC=C1 (R)-2-amino-3-phenyl-N-(3-methoxyphenyl)-propionamide